(5-methanesulfonyl-4-methyl-4H-1,2,4-triazol-3-yl)methanol CS(=O)(=O)C=1N(C(=NN1)CO)C